hydroxyfuranone C1=COC(=O)C1O